N[C@@H](C(=O)NS(=O)(=O)C)CCCOC1=C(C(=C(C=C1)Cl)Cl)CN1C2=NC=NC(=C2N=C1)N (R)-2-amino-5-(2-((6-amino-9H-purin-9-yl)methyl)-3,4-dichlorophenoxy)-N-(methylsulfonyl)pentanamid